(2s,4s)-2-benzyl-4-(methoxymethyl)pyrrolidine-1,2-dicarboxylic acid 1-(tert-butyl) ester C(C)(C)(C)OC(=O)N1[C@](C[C@@H](C1)COC)(C(=O)O)CC1=CC=CC=C1